2-[3-[8-[3-(2-oxo-3,4-dihydroquinolin-1-yl)propyl]-8-azabicyclo[3.2.1]octan-3-yl]propyl]isoxazolidin-3-one O=C1N(C2=CC=CC=C2CC1)CCCN1C2CC(CC1CC2)CCCN2OCCC2=O